N1=CNC2=NC=CC(=C21)C=2C=NN(C2)C2=CC=C(C=N2)C(C#N)CC(F)(F)F (6-(4-(3H-imidazo[4,5-b]pyridin-7-yl)-1H-pyrazol-1-yl)pyridin-3-yl)-4,4,4-trifluorobutanenitrile